3-(3-aminophenyl)oxazolidin-2-one NC=1C=C(C=CC1)N1C(OCC1)=O